4-(difluoromethyl)-2-methyl-8-(methylsulfinyl)-[1,2,4]triazolo[1',5':1,6]pyrido[2,3-d]pyrimidine FC(C1=CC=2C(=NC(=NC2)S(=O)C)N2C1=NC(=N2)C)F